CS(=O)(=O)C=1C=C2C(=NC=NC2=CC1)N1CC(CCC1)CNS(=O)(=O)C N-((1-(6-(METHYLSULFONYL)QUINAZOLIN-4-YL)PIPERIDIN-3-YL)METHYL)METHANESULFONAMIDE